5-(bicyclo[2.2.2]octane-1-yl)-1,2,4-oxadiazole C12(CCC(CC1)CC2)C2=NC=NO2